ClC1=CC2=C(N(C(N2CCN2CCOCC2)=O)C2CCN(CC2)[C@@H]2CC[C@H](CC2)C(C)C)C=C1Cl 5,6-dichloro-1-(1-(trans-4-isopropylcyclohexyl)piperidin-4-yl)-3-(2-morpholinoethyl)-1,3-dihydro-2H-benzo[d]imidazol-2-one